BrC1=CC=C(OC2=NC(=CC=C2)C)C=C1 2-(4-bromophenoxy)-6-methylpyridine